OC1=NC=2N(C(=C1)O)N=CC2C(=O)OC methyl 5,7-dihydroxypyrazolo[1,5-a]pyrimidine-3-carboxylate